N-((1r,4r)-4-(5-ethynyl-6-methyl-2-((4-(4-methylpiperazin-1-yl)phenyl)amino)-7-oxopyrido[2,3-d]pyrimidin-8(7H)-yl)cyclohexyl)acetamide C(#C)C1=C(C(N(C=2N=C(N=CC21)NC2=CC=C(C=C2)N2CCN(CC2)C)C2CCC(CC2)NC(C)=O)=O)C